4,4'-((trifluoromethyl)phosphanediyl)bis(N,N-dimethylaniline) FC(F)(F)P(C1=CC=C(N(C)C)C=C1)C1=CC=C(N(C)C)C=C1